N1=CC=CC=2CCCC(C12)=O L-5,6,7-Trihydroquinolin-8-one